COC(=O)C=1NC2=CC(=C(C=C2C1)F)F 5,6-difluoro-1H-indole-2-carboxylic acid methyl ester